FC=1C(N(C=NC1C(C(F)(F)F)(F)F)CC1=CC=C(C=C1)OC)=O 5-fluoro-3-(4-methoxy-benzyl)-6-(perfluoro-ethyl)pyrimidin-4(3H)-one